ClC=1C=C(C=CC1F)[C@@H](NC(=O)N1[C@@H](C(NCC1)=O)C)[C@@H]1C[C@@H](C1)OCC(F)(F)F (2R)-N-((S)-(3-chloro-4-fluorophenyl)(cis-3-(2,2,2-trifluoroethoxy)cyclobutyl)-methyl)-2-methyl-3-oxopiperazine-1-carboxamide